O=C1NC(CCC1C=1C(=NC2=CC(=CC=C2C1)NCC(=O)NCCCCCCCCNC(C)=O)C)=O N-(8-(2-((3-(2,6-dioxopiperidin-3-yl)-2-methylquinolin-7-yl)amino)acetamido)octyl)acetamide